(6-(piperidin-4-ylamino)pyrimidin-4-yl)ketone N1CCC(CC1)NC1=CC(=NC=N1)C(=O)C1=NC=NC(=C1)NC1CCNCC1